FC1=CC=C(C=C1)[C@H](CCO)C1CCN(CC1)C(=O)N1C[C@@H]2[C@@H](OCC(N2)=O)CC1 |o1:7| (+)-(4aR,8aS)-6-(4-((R or S)-1-(4-Fluorophenyl)-3-hydroxypropyl)piperidine-1-carbonyl)hexahydro-2H-pyrido[4,3-b][1,4]oxazin-3(4H)-one